ClC=1C=C(C=2CCCC2C1O)C=O 6-chloro-7-hydroxy-2,3-dihydro-1H-indene-4-carbaldehyde